CC(C(=O)OCC1=CC=CC=C1)(CN1CCSCC1)C benzyl 2,2-dimethyl-3-thiomorpholino-propanoate